CN(CCOC=1C(=C(C=CC1)NC1CCC(CC1)C(=O)NC1=CC(=C(C=C1)C)OC)[N+](=O)[O-])C 4-((3-(2-(dimethylamino)ethoxy)-2-nitrophenyl)amino)-N-(3-methoxy-4-methylphenyl)cyclohexanecarboxamide